4,4'-diaminobenzidine acetate C(C)(=O)O.NC1(C=CC(C=C1)=C1C=CC(N)(C=C1)N)N